ClN1CN(CN(C1)C1=CC=CC=C1)C1=CC=CC=C1 1-chloro-3,5-diphenyl-1,3,5-triazine